C(C)(C)(C)OC([C@@H](NC(C)(C)C)CC1=CC=C(C=C1)OCC1(COC(OC1)(C)C)CI)=O (tert-butyl)-O-((5-(iodomethyl)-2,2-dimethyl-1,3-dioxan-5-yl)methyl)-L-tyrosine tert-butyl ester